1,1'-(2,8-Diazaspiro[5.5]undecan-2,8-diyl)bis(4-((R)-3-(benzyloxy)pyrrolidin-1-yl)butan-1-on) C1N(CCCC12CN(CCC2)C(CCCN2C[C@@H](CC2)OCC2=CC=CC=C2)=O)C(CCCN2C[C@@H](CC2)OCC2=CC=CC=C2)=O